C1C(CCC12CCCC2)OCCO 2-(spiro[4.4]nonan-2-yloxy)ethane-1-ol